24-[(3,5-difluorophenyl)(hydroxy)methyl]-5alpha-cholan FC=1C=C(C=C(C1)F)C(CCC[C@@H](C)[C@H]1CC[C@H]2[C@@H]3CC[C@H]4CCCC[C@]4(C)[C@H]3CC[C@]12C)O